3-FORMYL-1-ISOBUTYL-1H-INDOLE-4-CARBOXYLIC ACID C(=O)C1=CN(C=2C=CC=C(C12)C(=O)O)CC(C)C